C(C)(=O)N1[C@@H](CN(CC1)C(C#CC1=CC=CC=C1)=O)C1=CC(=NC(=C1)Cl)C1=CC(=NC=N1)C(=O)NC (R)-6-(4-(1-acetyl-4-(3-phenylpropioloyl)piperazin-2-yl)-6-chloropyridin-2-yl)-N-methylpyrimidine-4-carboxamide